NC=1N=NC(=CC1N1CCC(CC1)(C(=O)NCC1CCN(CC1)C(=O)OC(C)(C)C)C1=CC=CC=C1)Cl tert-butyl 4-((1-(3-amino-6-chloropyridazin-4-yl)-4-phenylpiperidine-4-carboxamido)methyl)piperidine-1-carboxylate